COC[C@@H](\C=C\S(=O)(=O)C)NC(=O)C=1C(=NC(=NC1)C(C(F)(F)F)(F)F)OC1=CC=CC=C1 (R,E)-N-(1-methoxy-4-(methylsulfonyl)but-3-en-2-yl)-2-(perfluoroethyl)-4-phenoxypyrimidine-5-carboxamide